Ethyl(2,4,6-Trimethylbenzoyl)-Phenyl Phosphinat [PH2](OC1=C(C(=CC=C1)CC)C(C1=C(C=C(C=C1C)C)C)=O)=O